CC1=C(C2=CC=CC=C2N1CC(=O)NC3CCCC3)C=O N-CYCLOPENTYL-2-(3-FORMYL-2-METHYL-INDOL-1-YL)-ACETAMIDE